4-hydroxy-1-(2-methoxy-6-methylphenyl)-6-oxo-1,6-dihydropyridazine-3-carboxylic acid methyl ester COC(=O)C1=NN(C(C=C1O)=O)C1=C(C=CC=C1C)OC